ClC=1C=C(C=CC1C(=O)N1CCC(CC1)CN1C(C[N+](CC1)(C)C)=O)NC(=O)C=1N(C(=CN1)C1=C(C(=C(C=C1)C=1C(=NNC1)C)F)F)C N-[3-chloro-4-[4-[(4,4-dimethyl-2-oxo-piperazin-4-ium-1-yl)methyl]piperidine-1-carbonyl]phenyl]-5-[2,3-difluoro-4-(3-methyl-1H-pyrazol-4-yl)phenyl]-1-methyl-imidazole-2-carboxamide